C(C)(C)(C)C1=NN=C(O1)NC(=O)NC1=C(C=C(C=C1)OC1=CC=NC=2NC(C=NC21)=O)SC 1-(5-(tert-butyl)-1,3,4-oxadiazol-2-yl)-3-(2-(methylthio)-4-((3-oxo-3,4-dihydropyrido[2,3-b]pyrazin-8-yl)oxy)phenyl)urea